C1(CCC1)N1N=C(C(=C1NC(CC1CC(C1)(F)F)=O)C)CC1CC(C1)(F)F N-(1-cyclobutyl-3-((3,3-difluorocyclobutyl)methyl)-4-methyl-1H-pyrazol-5-yl)-2-(3,3-difluorocyclobutyl)acetamide